3-(difluoromethyl)-1-methyl-1H-indazole-5-carboxylic acid FC(C1=NN(C2=CC=C(C=C12)C(=O)O)C)F